C(CCCCCCCCCCC)=O dodecan-1-one